diethyl 2-[(6-chloro-2,3,4,9-tetrahydro-1H-pyrido[3,4-b]indol-1-yl)methyl]propanedioate ClC=1C=C2C3=C(NC2=CC1)C(NCC3)CC(C(=O)OCC)C(=O)OCC